ClCC=1SC=CC1CCl 2,3-di-chloromethylthiophene